1-(4-methyl-sulfanyl-phenyl)-butan-1-one oxime CC1=CC(=C(C=C1)C(CCC)=NO)S